NC=1C=CC(=NC1)N1N=C(C(=C1)C1=CN=C(N1C)C(=O)NC1=CC(=C(C=C1)C(NCC1CCNCC1)=O)Cl)C(F)(F)F 5-[1-(5-amino-2-pyridyl)-3-(trifluoromethyl)pyrazol-4-yl]-N-[3-chloro-4-(4-piperidylmethylcarbamoyl)phenyl]-1-methyl-imidazole-2-carboxamide